piperidin-1-yl-pentanoic acid N1(CCCCC1)C(C(=O)O)CCC